2-((5-amino-8-bromo-7-(3-cyanophenyl)-[1,2,4]triazolo[1,5-c]pyrimidin-2-yl)methoxy)nicotinonitrile NC1=NC(=C(C=2N1N=C(N2)COC2=C(C#N)C=CC=N2)Br)C2=CC(=CC=C2)C#N